FC1(CN(CC[C@]1(O)C)C1=NC=CC(=N1)NC=1N=CC2=C(N=CC(=C2C1)C(C)C)N1[C@@H]([C@H](C1)CS(=O)(=O)C)C)F (4R)-3,3-difluoro-1-[4-({8-[(2R,3S)-3-(methanesulfonylmeth-yl)-2-methylazetidin-1-yl]-5-(propan-2-yl)-2,7-naphthyridin-3-yl}amino)pyrimidin-2-yl]-4-methylpiperidin-4-ol